C(C=C)NC(=S)NC 1-allyl-3-methyl-thiourea